(E)-2-methyl-3-(4-(3-trifluoromethyl-4-cyanophenyl)thiophen-2-yl)acrylic acid C/C(/C(=O)O)=C\C=1SC=C(C1)C1=CC(=C(C=C1)C#N)C(F)(F)F